4-[[(5R)-3-(3,5-difluorophenyl)-5-methyl-4H-isoxazole-5-carbonyl]amino]tetrahydrofuran-2-carboxylic acid tert-butyl ester C(C)(C)(C)OC(=O)C1OCC(C1)NC(=O)[C@]1(CC(=NO1)C1=CC(=CC(=C1)F)F)C